5-Aza-uridine [C@@H]1([C@H](O)[C@H](O)[C@@H](CO)O1)N1C(=O)NC(=O)N=C1